ClC1=NN2C(N=CC(=C2[C@H](C)OC)NC2=CC=C(C=C2)[C@@H](C(F)(F)F)N(C(=O)C2OCCCC2)C)=N1 N-[(1S)-1-[4-({2-chloro-7-[(1S)-1-methoxyethyl]-[1,2,4]triazolo[1,5-a]pyrimidin-6-yl}amino)phenyl]-2,2,2-trifluoroethyl]-N-methyloxane-2-carboxamide